CSC[C@@H]1[C@H]([C@H]([C@@H](O1)N2C=NC3=C(N=CN=C32)N)O)O 5'-S-Methylthioadenosine